N1(CCCCC1)C(=O)C=1C=NN2C1C=CC=C2C=2C=C(C(=O)NC1=CC=NC=C1)C=CC2 3-(3-(piperidine-1-carbonyl)pyrazolo[1,5-a]pyridine-7-yl)-N-(pyridin-4-yl)benzamide